2-(8-(Cyanomethyl)-6-{[(2-hydroxyethyl)amino]methyl}-[1,2,4]triazolo[1,5-a]pyridin-2-yl)-6-(2,3-dihydro-1,4-benzodioxin-6-yl)benzonitril C(#N)CC=1C=2N(C=C(C1)CNCCO)N=C(N2)C2=C(C#N)C(=CC=C2)C2=CC1=C(OCCO1)C=C2